OOOOOOOOOOOOOOOOOOOOOOOOCCCCCCCCCCCCCCCCCCCCCCCCCCCCCCCCCCCCCCCCCCCCCCCCCN tetracosaoxatriheptacontan-73-amine